BrC=1C=C(C=CC1)C(CCSCCSCCC1=C2C=CNC2=CC(=C1OC1=CC(=C(C=C1)F)C1=NN(C=C1)C1OCCCC1)F)O 1-(3-Bromophenyl)-3-((2-((2-(6-fluoro-5-(4-fluoro-3-(1-(tetrahydro-2H-pyran-2-yl)-1H-pyrazol-3-yl)phenoxy)-1H-indol-4-yl)ethyl)thio)ethyl)thio)propan-1-ol